(S)-N-(1-(4-chloro-3-(2,2,2-trifluoroethoxy)phenyl)cyclopropyl)-3-(2,4-difluorophenyl)-3-hydroxybutanamide ClC1=C(C=C(C=C1)C1(CC1)NC(C[C@](C)(O)C1=C(C=C(C=C1)F)F)=O)OCC(F)(F)F